C1(CC1)C1=CC(=C(COC=2C=C3CCC(C3=CC2)N2CC(C2)C(=O)O)C=C1)F 1-(5-((4-cyclopropyl-2-fluorobenzyl)oxy)-2,3-dihydro-1H-inden-1-yl)-azetidine-3-carboxylic acid